FC(C1(CCC(CC1)NC(=O)C1CC2CCC(C1)N2)OC)F N-[(1r,4r)-4-(difluoromethyl)-4-methoxycyclohexyl]-8-azabicyclo[3.2.1]Octane-3-carboxamide